(dimethyl-1,3-thiazol-5-yl)methylamine CC=1N=C(SC1CN)C